ClC1=C(CC(C1)(C)C)C=O 2-chloro-4,4-dimethylcyclopent-1-ene-1-formaldehyde